C(C)N1CC=C(C=C1)CCCC1=CC=CC=C1 N-ethyl-4-(3-phenylpropyl)pyridine